C(C)(C)(C)OC(=O)N[C@H](C(=O)NC1=CC=C(C(=O)OC(C)(C)C)C=C1)CC1=CC=C(C=C1)NC(=O)OC (S)-tert-butyl 4-(2-((tert-butoxycarbonyl)amino)-3-(4-((methoxycarbonyl)amino)phenyl)propionamido)benzoate